NC=1C=C(C=CC1)N1C(C(=NC=2C=NC(=NC12)NC1=CC=C(C=C1)OC)OC1=CC=CC=C1)=O 8-(3-aminophenyl)-2-((4-methoxyphenyl)amino)-6-phenoxypteridin-7(8H)-one